8,8-dimethyl-2-(methyl(phenyl)amino)-7-oxospiro[3.5]non-5-ene-6-carbonitrile CC1(C(C(=CC2(CC(C2)N(C2=CC=CC=C2)C)C1)C#N)=O)C